trans-phenyl-(5-(2-(piperidin-4-ylmethylamino)cyclopropyl)indolin-1-yl)methanone C1(=CC=CC=C1)C(=O)N1CCC2=CC(=CC=C12)[C@H]1[C@@H](C1)NCC1CCNCC1